(E)-3-(2-bromophenyl)acrolein BrC1=C(C=CC=C1)/C=C/C=O